4-Hydroxybenzyl alcohol OC1=CC=C(CO)C=C1